(R)-5-((1-(4-((3-Fluoropyrrolidin-1-yl)methyl)-2-methoxyphenyl)-1H-imidazol-4-yl)amino)pyrazine-2-carbonitrile F[C@H]1CN(CC1)CC1=CC(=C(C=C1)N1C=NC(=C1)NC=1N=CC(=NC1)C#N)OC